2,2-dimethyl-1,3-dioxolane-4-methylamine CC1(OCC(O1)CN)C